[N+](=O)([O-])C1=C(ONCC2=CC=C(C=C2)F)C=CC(=C1)[N+](=O)[O-] (E)-N-(2,4-dinitrophenoxy)-1-(4-fluorophenyl)methanamine